C1(CC1)CC=1N(C(=CC1C=1SC=C(N1)C(=O)O)C=1C=C(C=CC1)C1=CC(=CC=C1)F)CC1=CC(=C(C=C1)S(N)(=O)=O)F 2-(2-(cyclopropylmethyl)-1-(3-fluoro-4-sulfamoylbenzyl)-5-(3'-fluoro-[1,1'-biphenyl]-3-yl)-1H-pyrrol-3-yl)thiazole-4-carboxylic acid